(3S)-N-cyclobutyl-3-{[1-cyclopentyl-5-(2,6-dimethoxyphenyl)-1H-pyrazol-3-yl]formamido}-5-(4-methylpiperazin-1-yl)pentanamide C1(CCC1)NC(C[C@H](CCN1CCN(CC1)C)NC(=O)C1=NN(C(=C1)C1=C(C=CC=C1OC)OC)C1CCCC1)=O